(3S)-3-{[2-(3-methoxyphenyl)-10-methyl[1,2,4]triazolo[1,5-c]quinazolin-5-yl]amino}pyrrolidin COC=1C=C(C=CC1)C1=NN2C(=NC=3C=CC=C(C3C2=N1)C)N[C@@H]1CNCC1